2-((3-(8-cyanoindolizin-5-yl)pyridin-4-yl)thio)-3-methoxy-2-methylpropanoic acid C(#N)C1=CC=C(N2C=CC=C12)C=1C=NC=CC1SC(C(=O)O)(COC)C